NCCC([Si](OCC)(C)C)CCCN (beta-aminoethyl)gamma-aminopropyl-trimethyl-(ethoxy)silane